2-acetyl-D-asparagine C(C)(=O)[C@@](N)(CC(N)=O)C(=O)O